CC1=C(C=CC(=C1)C)C1N(CCC2=CC(=C(C=C12)O)OC)C(=O)NCC 1-(2,4-dimethylphenyl)-N-ethyl-7-hydroxy-6-methoxy-3,4-dihydroisoquinoline-2(1H)-carboxamide